6-chloro-3-nitro-5-(trifluoromethyl)pyridine-2-carboxylic acid ClC1=C(C=C(C(=N1)C(=O)O)[N+](=O)[O-])C(F)(F)F